FC=1C(=NC=C(C1)F)NC1=CC=CC=C1 (3,5-difluoropyridin-2-yl)aniline